ClC=1C=C2CC[C@@](C2=CC1)(C=O)COC1=C(C=C(C(=O)OC(C)(C)C)C=C1)[N+](=O)[O-] (S)-TERT-BUTYL 4-((5-CHLORO-1-FORMYL-2,3-DIHYDRO-1H-INDEN-1-YL)METHOXY)-3-NITROBENZOATE